4-[[(2R,3S,4S,5S)-3-(3,4-Difluoro-2-methoxy-phenyl)-4,5-dimethyl-5-(trifluoromethyl)tetrahydrofuran-2-carbonyl]amino]-5-fluoro-pyridin-2-carboxamid FC=1C(=C(C=CC1F)[C@H]1[C@@H](O[C@@]([C@H]1C)(C(F)(F)F)C)C(=O)NC1=CC(=NC=C1F)C(=O)N)OC